perfluoro alcohol phosphate P(=O)(O)(O)O.FO